C(CCCCCCC(C)C)OP([O-])[O-] mono(isodecyl)phosphite